N-methyl-7-(2-methyl-2H-1,2,3-triazol-4-yl)-N-(4-azaspiro[2.5]octan-7-yl)-4H-chromeno[3,4-d]thiazol-2-amine CN(C=1SC2=C(N1)COC=1C=C(C=CC12)C1=NN(N=C1)C)C1CCNC2(CC2)C1